N-(4-bromo-3-fluoro-5-methylphenyl)-2-(dimethylamino)acetamide ethyl-4-(3-ethoxy-3-oxopropyl)-8-nitro-2-propylquinoline-3-carboxylate C(C)OC(=O)C=1C(=NC2=C(C=CC=C2C1CCC(=O)OCC)[N+](=O)[O-])CCC.BrC1=C(C=C(C=C1C)NC(CN(C)C)=O)F